2'-bromo-5'-methoxy-6-methyl-N-(5-((tetrahydrofuran-3-yl)methoxy)-1,3,4-thiadiazol-2-yl)-(4,4'-bipyridyl)-3-carboxamide BrC1=NC=C(C(=C1)C1=C(C=NC(=C1)C)C(=O)NC=1SC(=NN1)OCC1COCC1)OC